1-(4-(2,2-dioxo-2-thia-6-azaspiro[3.3]hept-6-yl)cyclohexyl)-6-isopropyl-5-(8-methoxy-[1,2,4]triazolo[1,5-a]pyridin-6-yl)-1,3-dihydro-2H-benzo[d]imidazol-2-one O=S1(CC2(C1)CN(C2)C2CCC(CC2)N2C(NC1=C2C=C(C(=C1)C=1C=C(C=2N(C1)N=CN2)OC)C(C)C)=O)=O